2-allyl-2-(((tert-butyldimethylsilyl)oxy)methyl)-3-Methylenepyrrolidine C(C=C)C1(NCCC1=C)CO[Si](C)(C)C(C)(C)C